8-(4-chlorophenyl)-7-isopropyl-2-(prop-2-yn-1-yloxy)-3H-pyrazolo[1,5-a][1,3,5]triazin-4-one ClC1=CC=C(C=C1)C=1C(=NN2C1N=C(NC2=O)OCC#C)C(C)C